diethyl-bis(ethoxymethyl)silane C(C)[Si](COCC)(COCC)CC